[Ir].[Ir].[Ir].[Ir].CC(C(=O)NC(=O)C)C=C methyl-vinyl-diacetamide tetrairidium